C1(\C=C/CC(=O)O1)=O cis-glutaconic anhydride